S(=O)(=O)(O)OC(CNC(C)(C)C)C1=CC(=C(C=C1)O)CO 1-(4-hydroxy-3-hydroxymethyl-phenyl)-2-(tert-butylamino)ethanol sulfate